[N+](=O)([O-])C1=C(C=CC=C1)CCNC(OC(C)(C)C)=O tert-butyl N-[2-(2-nitrophenyl)ethyl]carbamate